(naphthalen-1-yl)-N-[4-(naphthalen-1-yl)phenyl][1,1'-biphenyl]-4-amine C1(=CC=CC2=CC=CC=C12)C1=C(C=CC(=C1)NC1=CC=C(C=C1)C1=CC=CC2=CC=CC=C12)C1=CC=CC=C1